6-(4-fluorophenyl)-1,3-oxazinan-2-one FC1=CC=C(C=C1)C1CCNC(O1)=O